C1(=CC=CC=C1)C(=CCN(C(=O)NC1=CC=C(C=C1)OC)[C@H](C)C1=CC=C(C=C1)OC)C1=CC=CC=C1 (R)-1-(3,3-diphenylallyl)-3-(4-methoxyphenyl)-1-(1-(4-methoxyphenyl)ethyl)urea